ethyl (3S)-3-[(tert-butoxycarbonyl)amino]-3-[4-fluoro-2'-hydroxy-3',6'-dimethyl-5-(trifluoromethyl)-[1,1'-biphenyl]-3-yl]propanoate C(C)(C)(C)OC(=O)N[C@@H](CC(=O)OCC)C=1C=C(C=C(C1F)C(F)(F)F)C1=C(C(=CC=C1C)C)O